2,3-bis(di-t-butylphosphino)butane C(C)(C)(C)P(C(C)C(C)P(C(C)(C)C)C(C)(C)C)C(C)(C)C